diazacyclopentylamine N1(NCCC1)N